[3-[3-(3-cyclopropyl-1H-pyrazol-5-yl)-1-bicyclo[1.1.1]pentanyl]azetidin-1-yl]-[6-[3-(3,3-difluorocyclobutyl)-1H-1,2,4-triazol-5-yl]-2-azaspiro[3.3]heptan-2-yl]methanone C1(CC1)C1=NNC(=C1)C12CC(C1)(C2)C2CN(C2)C(=O)N2CC1(C2)CC(C1)C1=NC(=NN1)C1CC(C1)(F)F